4-Amino-N-(2,3-dihydro-1H-inden-2-yl)-6-((2-fluorophenyl)amino)picolinamide NC1=CC(=NC(=C1)NC1=C(C=CC=C1)F)C(=O)NC1CC2=CC=CC=C2C1